1-[(5-fluoro-3-pyridyl)methyl]-3-methyl-6-(m-tolyl)imidazo[4,5-b]pyridin-2-one FC=1C=C(C=NC1)CN1C(N(C2=NC=C(C=C21)C=2C=C(C=CC2)C)C)=O